4-chloro-5-fluoronicotinaldehyde ClC1=C(C=NC=C1C=O)F